benzotriazol-1-yloxytris-pyrrolidinophosphonium hexafluorophosphate F[P-](F)(F)(F)(F)F.N1(N=NC2=C1C=CC=C2)O[P+](N2CCCC2)(N2CCCC2)N2CCCC2